C1(=CCCC1)C=1C=2CCN(C(C2C(=C2C1OC(O2)(C)[C@@H]2CC[C@H](CC2)N(C)C)C)=O)CC=2C(NC(=CC2C)C)=O 9-(cyclopent-1-en-1-yl)-6-((4,6-dimethyl-2-oxo-1,2-dihydropyridin-3-yl)methyl)-2-(trans-4-(dimethylamino)cyclohexyl)-2,4-dimethyl-7,8-dihydro-[1,3]dioxolo[4,5-g]isoquinolin-5(6H)-one